C(C1=CC=CC=C1)SC1=C(C=C(C(=O)N2CCOCC2)C=C1OC)OC 4-[4-(benzylsulfanyl)-3,5-dimethoxybenzoyl]morpholine